CN(CCN(CCOC(=O)OC(CCCCCCCCCCCCCC\C=C/CCCCCCCC(=O)[O-])CCCCCCCCCCCCCC\C=C/CCCCCCCC(=O)[O-])CCCCCC)C 7-(((2-((2-(Dimethylamino)ethyl)(hexyl)amino)ethoxy)carbonyl)oxy)tridecane-1,13-diyldioleate